BrC=1C=CC=2C3=C(C=NC2C1)N=C(N3)[C@H]3CN(CC3)C(=O)OC(C)(C)C tert-Butyl (R)-3-(7-bromo-1H-imidazo[4,5-c]quinolin-2-yl)pyrrolidine-1-carboxylate